(1S,3S)-3-((6-(5-bromo-3-formylthiophen-2-yl)-2-methylpyridin-3-yl)oxy)cyclohexane BrC1=CC(=C(S1)C1=CC=C(C(=N1)C)OC1CCCCC1)C=O